C(C)(C)(C)OC(NC1=CC(=CC=C1)NC1=NC=C(C(=N1)C1=C(C=CC(=C1)N)C)Cl)=O (3-((4-(5-amino-2-methylphenyl)-5-chloropyrimidin-2-yl)amino)phenyl)carbamic acid tert-butyl ester